N1(CCCCC1)CC=CC(=O)Cl 4-(piperidin-1-yl)but-2-enoyl chloride